(S)-9-(4-chloro-3-fluorophenyl)-5-fluoro-2,7,8,9-tetrahydro-3H-pyrido[4,3,2-de]phthalazin-3-one ClC1=C(C=C(C=C1)[C@H]1CNC=2C=3C1=NNC(C3C=C(C2)F)=O)F